methyl 6-((3-hydroxy-2,2-dimethylpropyl)carbamoyl)-3-(4,4,5,5-tetramethyl-1,3,2-dioxaborolan-2-yl)picolinate OCC(CNC(=O)C1=CC=C(C(=N1)C(=O)OC)B1OC(C(O1)(C)C)(C)C)(C)C